isopropyl-2-(1,4-dioxaspiro[4.5]decan-8-yl)acetate C(C)(C)OC(CC1CCC2(OCCO2)CC1)=O